CC1=C(C(=CC=C1)C1=NC2=C(N1)C=CC(=C2)C(F)(F)F)C=2C(=CC(=CC2)C(N[C@H](CCC)C2=CC=CC=C2)=O)C(=O)O (R)-2'-methyl-4-{[(1R)-1-phenylbutyl]carbamoyl}-6'-[5-(trifluoromethyl)-1H-1,3-benzodiazol-2-yl]-[1,1'-biphenyl]-2-carboxylic acid